nickel tetrabutylammonium salt C(CCC)[N+](CCCC)(CCCC)CCCC.[Ni+2]